BrC1=CC(=C(C(=C1O)[N+](=O)[O-])F)F 6-bromo-3,4-difluoro-2-nitro-phenol